C(C1=CC=CO1)OC(C(=C)C)=O.NC1=C(C(=C(C(=C1C(F)(F)F)C(F)(F)F)N)C(F)(F)F)C(F)(F)F 1,4-diamino-2,3,5,6-tetrakis(trifluoromethyl)benzene furfuryl-methacrylate